COC1=CC=C(C=N1)C1=CNC2=NC=C(C=C21)C2=CC=C(CN1CC(CCC1)(O)C)C=C2 1-(4-(3-(6-methoxypyridin-3-yl)-1H-pyrrolo[2,3-b]pyridin-5-yl)benzyl)-3-methylpiperidin-3-ol